alpha-cyanoacetamide C(#N)CC(=O)N